6-((6-(5-chloro-2-fluorophenyl)-3-methylpyridazin-4-yl)amino)pyrimidin ClC=1C=CC(=C(C1)C1=CC(=C(N=N1)C)NC1=CC=NC=N1)F